2-(4-(6-(4-Chloro-2-fluorobenzyloxy)pyridin-2-yl)-3-fluorobenzyl)-1-((tetrahydrofuran-2-yl)methyl)-1H-benzo[d]imidazol ClC1=CC(=C(COC2=CC=CC(=N2)C2=C(C=C(CC3=NC4=C(N3CC3OCCC3)C=CC=C4)C=C2)F)C=C1)F